FC1=C(CC2(CCN(CC2)C(C2=C(N=CC=C2)C2=NC=NC=C2)=O)C#N)C=CC(=C1)C(F)(F)F 4-(2-fluoro-4-(trifluoromethyl)benzyl)-1-(2-(pyrimidin-4-yl)nicotinoyl)piperidine-4-carbonitrile